CC1=NN(C(=C1)C(=O)OCC)CC(F)(F)F ethyl 3-methyl-1-(2,2,2-trifluoroethyl)-1H-pyrazol-5-carboxylate